C(C)(C)(C)OC(=O)N1CC(C(CC1)(F)F)CCS(=O)C1=CC=CC=C1 4,4-difluoro-3-(2-(phenylsulfinyl)ethyl)piperidine-1-carboxylic acid tert-butyl ester